[Eu].C[Si](N[Si](C)(C)C)(C)C.C[Si](N[Si](C)(C)C)(C)C.C[Si](N[Si](C)(C)C)(C)C tris[N,N-bis(trimethylsilanyl)amine] europium